N[C@@H]1C(N(CC1)[C@@H]1[C@@H](C[C@@H](CC1)NC(C)(C)C)NC(C)=O)=O N-((1R,2S,5R)-2-((S)-3-amino-2-oxopyrrolidin-1-yl)-5-(tert-butylamino)cyclohexyl)acetamide